NC=1N=C(C2=C(N1)C=CN(C2=O)CC2=CC=C(C=C2)C(=O)N2CCNCC2)NCCOC 2-Amino-4-((2-methoxyethyl)amino)-6-(4-(piperazine-1-carbonyl)benzyl)pyrido[4,3-d]pyrimidin-5(6H)-one